FC1=C(C(=O)NC2=C(C=CC=C2C)F)C=C(C(=C1)N1N=C2N(CCCC2)C1=O)F 2,5-difluoro-N-(2-fluoro-6-methylphenyl)-4-(3-oxo-5,6,7,8-tetrahydro[1,2,4]triazolo[4,3-a]pyridin-2(3H)-yl)benzamide